[3-(4-Fluorophenyl)-4-(6-phenylfuro[2,3-d]pyrimidin-4-yl)-1H-pyrazol-1-yl]acetamide FC1=CC=C(C=C1)C1=NN(C=C1C=1C2=C(N=CN1)OC(=C2)C2=CC=CC=C2)CC(=O)N